bis(cyanoacetamidomethyl)tricyclo[5.2.1.02,6]decane C(#N)CC(=O)NCC12C3(CCC(C2CCC1)C3)CNC(CC#N)=O